rac-3a-(3,4-dimethoxyphenyl)-1-methyl-1,2,3,3a,7,7a-hexahydro-6H-indol-6-one COC=1C=C(C=CC1OC)C12CCN(C2CC(C=C1)=O)C